OC=1C=C2CCC3([C@H](C2=CC1)C1=CC=C(C=C1)N1CCC(CC1)C=O)CCCCC3 (S)-1-(4-(6'-hydroxy-3',4'-dihydro-1'H-spiro[cyclohexane-1,2'-naphthalen]-1'-yl)phenyl)piperidine-4-carbaldehyde